BrC1=CC=C(CN2C(=NC=C2)C(C)(C)C)C=C1 1-(4-bromobenzyl)-2-(tert-butyl)-1H-imidazole